(Z)-6-((dimethylamino)methylene)-2-ethoxycyclohex-2-en-1-one CN(C)\C=C/1\CCC=C(C1=O)OCC